N(=C=O)C=1C=C(C=C(C1)N=C=O)[N+](=O)[O-] 3,5-diisocyanatonitrobenzene